rac-tert-butyl (3R,5S)-3-(4-(6-chloro-4-oxo-3,4-dihydro-7H-pyrrolo[2,3-d]pyrimidin-7-yl)phenyl)-5-methylmorpholine-4-carboxylate ClC1=CC2=C(N=CNC2=O)N1C1=CC=C(C=C1)[C@H]1N([C@H](COC1)C)C(=O)OC(C)(C)C |r|